6-bromo-2-(dimethylcarbamoyl)imidazo[1,2-a]pyridine-7-carboxylic acid methyl ester COC(=O)C1=CC=2N(C=C1Br)C=C(N2)C(N(C)C)=O